C=C1C(OC(C1)C1=CC=C(C=C1)[N+](=O)[O-])=O 3-methylene-5-(4-nitrophenyl)dihydrofuran-2(3H)-one